N1=C(C=CC=C1)C(C)N1C[C@@H]2[C@H](C1)CC(C2)NC=2N=NC(=CC2)C2=C(C(=CC(=C2)F)F)F (3aR,5s,6aS)-2-(1-(pyridin-2-yl)ethyl)-N-(6-(2,3,5-trifluorophenyl)pyridazin-3-yl)octahydrocyclopenta[c]pyrrol-5-amine